BrC1=CC=C(C=C1)C[C@H]1CN(CCN(CCN(CCN1CC(OC(C)(C)C)=O)CC(OC(C)(C)C)=O)CC(=O)OC(C)(C)C)CC(=O)OC(C)(C)C tert-butyl 2-[(6s)-6-[(4-bromophenyl)methyl]-4,7,10-tris(2-tert-butoxy-2-oxo-ethyl)-1,4,7,10-tetrazacyclododec-1-yl]acetate